CN1CN(C(=C1I)I)C 1,3-dimethyl-4,5-diiodoimidazole